methylsulfamoylglycinyl-6-(2,5-dioxo-2,5-dihydro-1H-pyrrol-1-yl)-L-norleucine tert-butyl-mono(trifluoroacetic acid) salt C(C)(C)(C)C(C(=O)OF)(F)F.CNS(=O)(=O)NCC(=O)N[C@@H](CCCCN1C(C=CC1=O)=O)C(=O)O